FC(F)(F)C1=C(C(=C(OC=2C(=C(C=CC2)C(F)(F)F)OC2=C(C(=C(C=C2)C(F)(F)F)C(=O)O)C(=O)O)C=C1)C(=O)O)C(=O)O bis{(trifluoromethyl)dicarboxyphenoxy}trifluoromethyl-benzene